CC1(COC(OC1)=O)C(=O)OCCOCCOC 5-methyl-5-[2-(2-methoxyethoxy)ethyloxycarbonyl]-1,3-dioxan-2-one